C(N)(=N)C=1C=C(SC1)[C@@H](C)NC(=O)[C@H]1N(CC2(OCCO2)C1)C(CNC(CCCOC1=CC=CC=C1)=O)=O (S)-N-((R)-1-(4-carbamimidoylthiophen-2-yl)ethyl)-7-((4-phenoxybutanoyl)glycyl)-1,4-dioxa-7-azaspiro[4.4]nonane-8-carboxamide